(4-(6-amino-5-(trifluoromethyl)pyridin-3-yl)-1-(3-(4,4-difluoropiperidin-1-yl)bicyclo[1.1.1]pentan-1-yl)-1H-imidazol-2-yl)methanol NC1=C(C=C(C=N1)C=1N=C(N(C1)C12CC(C1)(C2)N2CCC(CC2)(F)F)CO)C(F)(F)F